NCC(=O)N1CCOCC2=C1C=CC(=C2)F 2-amino-1-(7-fluoro-2,3-dihydrobenzo[e][1,4]oxazepin-1(5H)-yl)ethan-1-one